CC(CCCCCC(=O)N(CC(C)OOC)CC(C)OOC)C 7-methyl-N,N-bis(2-(methylperoxy)propyl)octanoamide